N1N=CC(=C1)CN1C(=NC=2C1=NC(=CC2)C(=O)O)CN2CCC(CC2)OC2=NC(=NC=C2)CC2=CC=C(C=C2)Cl 3-((1H-pyrazol-4-yl)methyl)-2-((4-((2-(4-chlorobenzyl)pyrimidin-4-yl)oxy)piperidin-1-yl)methyl)-3H-imidazo[4,5-b]pyridine-5-carboxylic Acid